F[C@H]1[C@@H]2CC[C@H](C[C@H]1N(C)C1=NC=C(N=C1)C1=C(C=C(C=C1)C=1C=NNC1)OCOC)N2C(=O)OC(C)(C)C tert-butyl (1S,2R,3R,5R)-2-fluoro-3-([5-[2-(methoxymethoxy)-4-(1H-pyrazol-4-yl)phenyl]pyrazin-2-yl](methyl)amino)-8-azabicyclo[3.2.1]octane-8-carboxylate